ClC1=CC2=C(C(=N1)N1CCOCC1)N(C(N2C)=O)C 6-chloro-1,3-dimethyl-4-morpholino-1,3-dihydro-2H-imidazo[4,5-c]pyridin-2-one